hydroxymethylbutenyl ether OCOC=CCC